tri(hexafluoroisopropyl) phosphate P(=O)(OC(C(F)(F)F)C(F)(F)F)(OC(C(F)(F)F)C(F)(F)F)OC(C(F)(F)F)C(F)(F)F